C(N)(SCCSC(N)=S)=S ethylene bis(dithiocarbamate)